rac-(1S,2S,5R)-6-benzyl-3-oxa-6-azabicyclo[3.1.1]heptane-2-carboxylic acid, hydrochloride Cl.C(C1=CC=CC=C1)N1[C@H]2CO[C@@H]([C@@H]1C2)C(=O)O |r|